2-((3aR,5r,6aS)-5-(3,4-difluorobenzyl)-5-hydroxyhexahydrocyclopenta[c]pyrrol-2(1H)-yl)-1-(5-hydroxypyridin-2-yl)ethanone FC=1C=C(CC2(C[C@@H]3[C@@H](CN(C3)CC(=O)C3=NC=C(C=C3)O)C2)O)C=CC1F